CNCCOC=1C=CC=NC1 5-(2-(methylamino)ethoxy)pyridin